9,9-bis[6-hydroxynaphthyl]fluorene OC=1C=C2C=CC=C(C2=CC1)C1(C2=CC=CC=C2C=2C=CC=CC12)C1=CC=CC2=CC(=CC=C12)O